beta-isopropylacrylic acid C(C)(C)C=CC(=O)O